CC1=C(C(=C(C(=C1C1=CC=C(C=C1)O)C)C)O)C tetramethyl-4,4'-dihydroxybiphenyl